ClC=1C(=CC(=C(C(=O)NS(=O)(=O)C=2SC=C(C2)C)C1)F)OCC1CCCC1 5-chloro-4-(cyclopentylmethoxy)-2-fluoro-N-((4-methylthiophen-2-yl)sulfonyl)benzamide